C(CC)S(=O)(=O)O.CN(C)CCCCCCCCCCCC N,N-dimethyl-laurylamine propanesulfonate